(S)-4-(2-(2-methoxyphenyl)azepan-1-yl)-6-methylpyrimidin-2-amine COC1=C(C=CC=C1)[C@H]1N(CCCCC1)C1=NC(=NC(=C1)C)N